1-(2-(4-(tert-butoxycarbonyl)piperazin-1-yl)ethyl)-6-chloro-7-(3,5-dimethylisoxazol-4-yl)-3-(3-((6-fluoronaphthalen-1-yl)oxy)propyl)-1H-indole-2-carboxylic acid C(C)(C)(C)OC(=O)N1CCN(CC1)CCN1C(=C(C2=CC=C(C(=C12)C=1C(=NOC1C)C)Cl)CCCOC1=CC=CC2=CC(=CC=C12)F)C(=O)O